CC=1C=C(OC2=CC=C(C=C2)N2N=C3C(NCC[C@@H]3N3CCN(CC3)S(=O)(=O)C3=C(C=CC=C3)[N+](=O)[O-])=C2C(=O)N)C=CC1 (7S)-2-[4-(3-methylphenoxy)phenyl]-7-[4-(2-nitrobenzene-1-sulfonyl)piperazin-1-yl]-4,5,6,7-tetrahydro-2H-pyrazolo[4,3-b]pyridine-3-carboxamide